ClS(=O)(=O)C1=NC=2CC(N(CC2C=C1)C(=O)OC(C)(C)C)CC(C)(C)C Tert-butyl 2-(chlorosulfonyl)-7-neopentyl-7,8-dihydro-1,6-naphthyridine-6(5H)-carboxylate